BrC1=NC=CC(=C1)C(COC)(C)N[S@@](=O)C(C)(C)C (S)-N-(2-(2-bromopyridin-4-yl)-1-methoxypropan-2-yl)-2-methylpropane-2-sulfinamide